C(C)C(CCCCN)CCCC 3-(2-ethylhexyl)propylamine